N-(1,4-dioxepan-6-yl)-7-methoxy-6-[3-(pyrrolidin-1-yl)propoxy]-1H,2H,3H-cyclopenta[b]quinolin-9-amine O1CCOCC(C1)NC1=C2C(=NC=3C=C(C(=CC13)OC)OCCCN1CCCC1)CCC2